C(C=C)OCC(CS(=O)(=O)O)O 3-allyl-oxy-2-hydroxy-1-propanesulfonic acid